C1(CC1)CC1(CCC2(OCCO2)CC1)CCC#CC=O 5-(8-(Cyclopropylmethyl)-1,4-dioxaspiro[4.5]decan-8-yl)pent-2-ynal